CNC1=NN(C=C1)C N,1-dimethyl-1H-pyrazol-3-amine